5-(2-Benzylpyrrolidin-1-yl)-1H-benzo[d]imidazol C(C1=CC=CC=C1)C1N(CCC1)C1=CC2=C(NC=N2)C=C1